[Cl-].CNC[C@H](O)[C@@H](O)[C@H](O)[C@H](O)CO N-methyl-d-glucamine chloride